N-(4-(4-amino-3-(3-fluoro-4-((4-methylpyrimidin-2-yl)oxy)phenyl)-7-(1-methyl-1H-pyrazol-3-yl)thieno[3,2-c]pyridin-2-yl)-3-methylphenyl)methacrylamide NC1=NC=C(C2=C1C(=C(S2)C2=C(C=C(C=C2)NC(C(=C)C)=O)C)C2=CC(=C(C=C2)OC2=NC=CC(=N2)C)F)C2=NN(C=C2)C